5-((1-hydroxy-3-(octadecyl)propan-2-yl)oxy)pyridinecarbonitrile OCC(CCCCCCCCCCCCCCCCCCC)OC=1C=CC(=NC1)C#N